NC1=C(C=C(C(=O)NC=2C(N(C=CC2)C(C(=O)NNCC(=O)OCC)C(C)C)=O)C=C1)Cl ethyl (2-(3-(4-amino-3-chlorobenzamido)-2-oxopyridin-1(2H)-yl)-3-methylbutanamido)glycinate